cyclopropyl(2-((S)-4-(4-fluoropyrazolo[1,5-a]pyridin-2-yl)-1,4,6,7-tetrahydro-5H-imidazo[4,5-c]pyridin-5-yl)pyrimidin-5-yl)methanol C1(CC1)C(O)C=1C=NC(=NC1)N1[C@@H](C2=C(CC1)NC=N2)C2=NN1C(C(=CC=C1)F)=C2